O1CCN(CC1)C1=C(C=CC(=C1)C(F)(F)F)CC 1-(2-morpholino-4-(trifluoromethyl)phenyl)ethan